FC(C1=CC=2C=NC(=CC2N1)NS(=O)(=O)C1CC1)(F)F N-(2-(trifluoromethyl)-1H-pyrrolo[3,2-c]pyridin-6-yl)cyclopropanesulfonamide